FC1=CC=C(C=C1)NC(COC(C(=C)C)=O)=O 2-[(4-fluorophenyl)amino]-2-oxoethyl-2-methylacrylate